ClC=1C=C(C=CC1Cl)C1=CC(=CC=C1)C(CC(=O)[O-])NC(=O)NC=1C(N(C=C(C1[O-])C)C)=O.[Na+].C1(=CC=CC=C1)N(C1CNCC1)C.[Na+] 3-(phenyl-methyl-amino)pyrrolidine Natrium 3-(3',4'-Dichlorobiphenyl-3-yl)-3-(3-(1,5-dimethyl-4-oxido-2-oxo-1,2-dihydropyridin-3-yl)ureido)propanoat